7-(1-(5-((5-Chloro-4-fluoro-2,3-dihydro-1H-inden-2-yl)amino)pyridin-2-yl)-2,2,2-trifluoroethyl)-1,7-diazaspiro[4.5]decane-2,6-dione ClC=1C(=C2CC(CC2=CC1)NC=1C=CC(=NC1)C(C(F)(F)F)N1C(C2(CCC(N2)=O)CCC1)=O)F